C(C)N1C[C@H]2[C@@H](CC1)CCN2C2=CC(=C(N=N2)C2=C(C=C(C=C2)C)O)C 2-[6-[(3aS,7aR)-6-ethyl-3,3a,4,5,7,7a-hexahydro-2H-pyrrolo[2,3-c]pyridin-1-yl]-4-methyl-pyridazin-3-yl]-5-methyl-phenol